tert-butyl (3-((3-((11R,14S,Z)-6-amino-11-((2,6-difluoro-4-hydroxybenzyl)carbamoyl)-14-(isoindolin-2-yl)-4,13-dioxo-3,5,7,12-tetraazatetradec-5-en-14-yl)phenyl)amino)propyl)carbamate N/C(=N/C(NCC)=O)/NCCC[C@@H](NC([C@@H](N1CC2=CC=CC=C2C1)C=1C=C(C=CC1)NCCCNC(OC(C)(C)C)=O)=O)C(NCC1=C(C=C(C=C1F)O)F)=O